4-[4-[3-[2-(5-Hydroxypyridin-3-yl)phenyl]propanoyl]piperazin-1-yl]-N-(3,3,3-trifluoropropylsulfonyl)benzamide OC=1C=C(C=NC1)C1=C(C=CC=C1)CCC(=O)N1CCN(CC1)C1=CC=C(C(=O)NS(=O)(=O)CCC(F)(F)F)C=C1